1-((2R,4R)-4-((tert-butyldiphenylsilyl)oxy)-1-phenylpyrrolidin-2-yl)-2-chloroethan-1-one [Si](C1=CC=CC=C1)(C1=CC=CC=C1)(C(C)(C)C)O[C@@H]1C[C@@H](N(C1)C1=CC=CC=C1)C(CCl)=O